FC1=CC=C(C=C1)C1=NN2C(=NC=3C(=CC=CC3C2=N1)C(C)C)N[C@H]1C(NCCCC1)=O (3R)-3-{[2-(4-fluorophenyl)-7-(propan-2-yl)[1,2,4]triazolo[1,5-c]quinazolin-5-yl]amino}azepan-2-one